4-oxo-4-(3-(2-(5,6,7,8-tetrahydro-1,8-naphthyridin-2-yl)ethyl)azetidin-1-yl)butanoic acid O=C(CCC(=O)O)N1CC(C1)CCC1=NC=2NCCCC2C=C1